1-(4-(6-vinylquinolin-2-yl)piperazin-1-yl)ethan-1-one C(=C)C=1C=C2C=CC(=NC2=CC1)N1CCN(CC1)C(C)=O